4,5-dichloro-N-(1,1-dimethylsilinan-4-yl)-7-methyl-1H-pyrrolo[2,3-c]pyridine-2-carboxamide ClC1=C2C(=C(N=C1Cl)C)NC(=C2)C(=O)NC2CC[Si](CC2)(C)C